COC(=O)[C@@]1(N([C@@H]([C@H](C1)F)C)C(=O)OC(C)(C)C)CC(=C)CCl (2r,4s,5r)-2-(2-(chloromethyl)allyl)-4-fluoro-5-methylpyrrolidine-1,2-dicarboxylic acid 1-(tert-butyl) 2-methyl ester